tert-butyl (R)-(1-(2-(1-(cyclopropylmethyl)-6-vinyl-1H-indol-2-yl)-3,4-dihydro-5-oxa-1,2a-diazaacenaphthylene-7-carbonyl)piperidin-3-yl)carbamate C1(CC1)CN1C(=CC2=CC=C(C=C12)C=C)C1=NC=2C=C(C=C3OCCN1C23)C(=O)N2C[C@@H](CCC2)NC(OC(C)(C)C)=O